calcium-iron-zinc-magnesium [Mg].[Zn].[Fe].[Ca]